6-(difluoromethyl)-8-(1-((4-fluoro-2-(methylsulfonyl)phenyl)amino)ethyl)-3-methyl-2-morpholinoquinazolin-4(3H)-one FC(C=1C=C2C(N(C(=NC2=C(C1)C(C)NC1=C(C=C(C=C1)F)S(=O)(=O)C)N1CCOCC1)C)=O)F